[(6-oxo-(6H)-dibenz[c,e][1,2]oxaphosphorin-6-yl)methyl]succinic acid O=P1(OC2=C(C3=C1C=CC=C3)C=CC=C2)CC(C(=O)O)CC(=O)O